[Tb+3].C1=CC=CC=2C3=CC=CC=C3C=CC12 (monophenanthrene) terbium (III)